(1r,4r)-4-((methyl-d3)amino)cyclohexane-1-carboxylic acid methyl ester COC(=O)C1CCC(CC1)NC([2H])([2H])[2H]